2,2,2-trifluoro-N-(6-methoxy-1-(2-methoxyethyl)-2-methyl-5-(3-(3,4,5-trifluorobenzoyl)indolizin-8-yl)-1H-benzo[d]imidazol-4-yl)-N-methylacetamide FC(C(=O)N(C)C1=C(C(=CC=2N(C(=NC21)C)CCOC)OC)C2=CC=CN1C(=CC=C21)C(C2=CC(=C(C(=C2)F)F)F)=O)(F)F